N-(3-(difluoromethyl)-1-(1-(2-((2,6-dioxopiperidin-3-yl)amino)benzyl)piperidin-4-yl)-1H-pyrazol-4-yl)-5-morpholinopyrazolo[1,5-a]pyrimidine-3-carboxamide FC(C1=NN(C=C1NC(=O)C=1C=NN2C1N=C(C=C2)N2CCOCC2)C2CCN(CC2)CC2=C(C=CC=C2)NC2C(NC(CC2)=O)=O)F